FC=1C=C(C=CC1CC1CCN(CC1)C1COC1)NC(OCC1=CN=CO1)=O oxazol-5-ylmethyl (3-fluoro-4-((1-(oxetan-3-yl)piperidin-4-yl)methyl)phenyl)carbamate